{3-[5-(DIFLUOROMETHYL)-1,3,4-THIADIAZOL-2-YL]-2-OXO-1,3-DIHYDRO-1,3-BENZIMIDAZOL-5-YLSULFONYL}(3-METHYL-3-OXETANYL)AMINE FC(C1=NN=C(S1)N1C(NC2=C1C=C(C=C2)S(=O)(=O)NC2(COC2)C)=O)F